C(=C)C1=NC(=C(C(=C1C(=O)OCC1=CC=CC=C1)C1=CC=NC=C1)OC)C benzyl 2-ethenyl-5-methoxy-6-methyl-(4,4-bipyridine)-3-carboxylate